CC1=C(C=CC=C1C)N1CCN(CC1)C(CN1N=C(C2=C1CCC2)C(=O)N2CCC1(C[C@@H](OC1=O)C)CC2)=O (3S)-8-(1-{2-[4-(2,3-dimethylphenyl)piperazin-1-yl]-2-oxoethyl}-1,4,5,6-tetrahydrocyclopenta[c]pyrazole-3-carbonyl)-3-methyl-2-oxa-8-azaspiro[4.5]decan-1-one